2-pyrimidinyl-5-(hydroxymethyl)pyrrolidine-2,3-diol N1=C(N=CC=C1)C1(NC(CC1O)CO)O